N-(Thiofuranylmethyl)glycin S1C(=CC=C1)CNCC(=O)O